CN(C1=CC=C(C[C@H](N)C(=O)O)C=C1)C 4-Dimethylamino-phenylalanine